4-amino-3,5-diisobutylbenzonitrile NC1=C(C=C(C#N)C=C1CC(C)C)CC(C)C